iso-amyl p-methoxycinnamate COC1=CC=C(C=CC(=O)OCCC(C)C)C=C1